CC(CCC(=O)SCCNC(CCNC([C@@H](C(COP(OP(OC[C@@H]1[C@H]([C@H]([C@@H](O1)N1C=NC=2C(N)=NC=NC12)O)OP(=O)(O)O)(=O)O)(=O)O)(C)C)O)=O)=O)C 4-methyl-pentanoyl-coenzyme A